NC1=NC=C(C2=C1C(=C(S2)C2=C(C=C(C=N2)NC(C(=C)C)=O)C)C2=CC(=C(C=C2)OC2=NC=CC(=N2)C)F)Br N-(6-(4-amino-7-bromo-3-(3-fluoro-4-((4-methylpyrimidin-2-yl)oxy)phenyl)thieno[3,2-c]pyridin-2-yl)-5-methylpyridin-3-yl)methacrylamide